N1-(4-(piperidin-1-ylsulfonyl)benzyl)-1H-indole-1,5-dicarboxamide N1(CCCCC1)S(=O)(=O)C1=CC=C(CNC(=O)N2C=CC3=CC(=CC=C23)C(=O)N)C=C1